(S)-2-((4-((2-hydroxy-1-phenylethyl)amino)-5-(5-(2-hydroxypropan-2-yl)-1,3,4-oxadiazol-2-yl)pyridin-2-yl)amino)-6,7-dihydro-5H-pyrrolo[3,4-d]pyrimidin-5-one OC[C@H](C1=CC=CC=C1)NC1=CC(=NC=C1C=1OC(=NN1)C(C)(C)O)NC=1N=CC2=C(N1)CNC2=O